dithiodipropyl ether C1CCSSCCCO1